N-((1R,2R,4S)-7-cyano-7-azabicyclo[2.2.1]heptan-2-yl)-2-methyl-4-(4-methyl-1H-pyrazol-1-yl)benzamide C(#N)N1[C@H]2[C@@H](C[C@@H]1CC2)NC(C2=C(C=C(C=C2)N2N=CC(=C2)C)C)=O